OCCNC(=O)C1=CC(=NC(=C1)C=1N=NN(C1)C1=CC(=C(C(=O)O)C=C1)C(F)(F)F)C=1N=NN(C1)C1=CC(=C(C(=O)O)C=C1)C(F)(F)F 4,4'-((4-((2-HYDROXYETHYL)CARBAMOYL)PYRIDINE-2,6-DIYL)BIS(1H-1,2,3-TRIAZOLE-4,1-DIYL))BIS(2-(TRIFLUOROMETHYL)BENZOIC ACID)